ClC=1N(C2=C(C=NC=C2)N1)C chloro-1-methyl-1H-imidazo[4,5-c]pyridine